CN(C(=O)C=1C=NC=CC1)C N,N-dimethyl-3-pyridinecarboxamide